CS(=O)(=O)[O-].C(CCCCCCCC)[N+]1=CC(=CC=C1)CC 1-nonyl-3-ethylpyridinium methanesulfonate